ClC1=C(C(=NN1CC)C1=NOC(=C1)C(C)C)C(=O)N1CCC2(CC1)CCN(CC2)CCC(C)(C)C (5-Chloro-1-ethyl-3-(5-isopropylisoxazol-3-yl)-1H-pyrazol-4-yl)(9-(3,3-dimethylbutyl)-3,9-diazaspiro[5.5]undecan-3-yl)methanone